vinyloximinosilane Iron-Iron [Fe].[Fe].C(=C)[SiH]=NO